2-iodo-N-(4-methyl-2-oxo-2H-benzopyran-7-yl)benzamide IC1=C(C(=O)NC2=CC3=C(C(=CC(O3)=O)C)C=C2)C=CC=C1